COC=1C=C(C=O)C=CC1O 3-Methoxy-4-hydroxy-benzaldehyde